5-((4-(3-cyclopropylprop-1-ynyl)phenyl)amino)-1H-1,2,3-triazole-4-carboxylic acid C1(CC1)CC#CC1=CC=C(C=C1)NC1=C(N=NN1)C(=O)O